ClC1=C(C=2C(=C3N(CCN(C3)C(CCOCC3NCC3)=O)C2N=C1)F)Cl 2-((3-(3,4-dichloro-5-fluoro-8,9-dihydropyrido[3',2':4,5]pyrrolo[1,2-a]pyrazin-7(6H)-yl)-3-oxopropoxy)methyl)azetidin